(R)-(2-(benzofuran-3-yl)-1-(2-oxo-2-((2,3-dihydrobenzofuran-7-yl)amino)acetamido)ethyl)boric acid O1C=C(C2=C1C=CC=C2)C[C@H](NC(C(NC2=CC=CC=1CCOC12)=O)=O)OB(O)O